C1(CC1)C1=NN(C(N1C)=O)C1=CC(=C(C(=O)Cl)C=C1F)O[C@H](C(F)(F)F)C 4-(3-cyclopropyl-4-methyl-5-oxo-4,5-dihydro-1H-1,2,4-triazol-1-yl)-5-fluoro-2-{[(2S)-1,1,1-trifluoroprop-2-yl]oxy}benzoyl chloride